ClC1=C(SC2=C1C=CC=C2)CN2C(CCCC2)C=O 1-[(3-CHLORO-1-BENZOTHIOPHEN-2-YL)METHYL]PIPERIDINE-2-CARBALDEHYDE